ClC=1C2=C(N(C(N1)=O)C1=C(C=CC=C1)Cl)C=C(S2)C(F)(F)F 4-chloro-1-(2-chlorophenyl)-6-(trifluoromethyl)thieno[3,2-d]pyrimidin-2(1H)-one